NC1=NNC=C1C(=O)OC(C)(C)C 3-amino-4-t-butoxycarbonyl-pyrazole